CC(CN(CC(=C)C)CC(=C)C)=C tris(2-methylallyl)amine